ClC1=C(C=CC=C1C=1OC2=C(N1)C=C(C=C2C#N)CN2CCCC2)C2=C(C(=CC=C2)NC=2N=CC=C1C=C(C=NC21)CN2C[C@@H](CC2)O)C (R)-1-((2-(2-Chloro-3'-(3-(((R)-3-hydroxypyrrolidin-1-yl)methyl)-1,7-naphthyridin-8-ylamino)-2'-methylbiphenyl-3-yl)-7-cyanobenzo[d]oxazol-5-yl)methyl)pyrrolidin